3-methyl-4-((prop-2-yn-1-yloxy)methyl)piperidine-1-carboxylic acid tert-butyl ester C(C)(C)(C)OC(=O)N1CC(C(CC1)COCC#C)C